NC1=NC=CC(=N1)C1=C(N=C(S1)C1NCCOC1)C=1C(=C(C=C(C1)Cl)NS(=O)(=O)C1=C(C=CC(=C1)F)F)F N-{3-[5-(2-aminopyrimidin-4-yl)-2-morpholin-3-yl-thiazol-4-yl]-5-chloro-2-fluorophenyl}-2,5-difluorobenzenesulfonamide